dichloro-[2-methylpyridine] platinum (II) [Pt+2].ClC1=C(C(=NC=C1)C)Cl